OCCC(C)CCCC(C)CCCC(C)CCCC(C)C hydroxymethylpristane